(R)-7-cyclobutyl-2-((R)-3-methylmorpholin-4-yl)-6,7-dihydro-5H-pyrazolo[1,5-a]pyrazin-4-one C1(CCC1)[C@@H]1CNC(C=2N1N=C(C2)N2[C@@H](COCC2)C)=O